C(C)(C)(C1=CC=CC=C1)OC(NC1CC(CC(C1)(C)C)(C)CNC(=O)OC(C)(C)C1=CC=CC=C1)=O 3-((cumyloxy)carbonylamino-methyl)-3,5,5-trimethylcyclohexylcarbamic acid cumyl ester